C(C=C)(=O)N1C[C@@H](O[C@H](C1)C)C1=CC(=NC(=C1)Cl)C1=CC(=NC(=C1)F)C(=O)NC 4-((2S,6S)-4-acryloyl-6-methylmorpholin-2-yl)-6-chloro-6'-fluoro-N-methyl-[2,4'-bipyridine]-2'-carboxamide